4-(4-(5-(2,3-dihydro-1H-inden-4-yl)-6-methoxy-1H-pyrazolo[4,3-b]pyridin-3-yl)-1H-pyrazol-1-yl)-N,N-dimethylpiperidine-1-carboxamide C1CCC2=C(C=CC=C12)C1=C(C=C2C(=N1)C(=NN2)C=2C=NN(C2)C2CCN(CC2)C(=O)N(C)C)OC